Tert-butyl 4-(6-bromoquinazolin-4-yl)piperazine-1-carboxylate BrC=1C=C2C(=NC=NC2=CC1)N1CCN(CC1)C(=O)OC(C)(C)C